6-{[5-(2-hydroxypropan-2-yl)pyridin-2-yl]amino}-4-[(3-methanesulfonylpyridin-2-yl)amino]-N-(2H3)methylpyridazine-3-carboxamide OC(C)(C)C=1C=CC(=NC1)NC1=CC(=C(N=N1)C(=O)NC([2H])([2H])[2H])NC1=NC=CC=C1S(=O)(=O)C